C1(CC1)CNC1=C(C#N)C=C(C=C1)C=1OC(=NN1)C1=CC2=C(NC(O2)=O)C=C1 2-[(cyclopropylmethyl)amino]-5-[5-(2-oxo-2,3-dihydro-1,3-benzoxazol-6-yl)-1,3,4-oxadiazol-2-yl]benzonitrile